5-amino-1-(2,6-dichloro-α,α,α-trifluoro-p-tolyl)-4-[(RS)-(trifluoromethyl)sulfinyl]-1H-pyrazole-3-carbonitrile NC1=C(C(=NN1C1=CC(=C(C(=C1)Cl)C(F)(F)F)Cl)C#N)[S@@](=O)C(F)(F)F |r|